(S)-N-(4-amino-4-oxo-1-phenylbutyl)-5-(4-(trifluoromethyl)phenyl)-3,4-dihydro-2,6-naphthyridine-2(1H)-carboxamide NC(CC[C@@H](C1=CC=CC=C1)NC(=O)N1CC2=CC=NC(=C2CC1)C1=CC=C(C=C1)C(F)(F)F)=O